[4-[(3R)-3-amino-4-(2,4,5-trifluorophenyl)butanoyl]-1-methanesulfonyl-piperazin-2-yl]cyclopropanecarboxylic acid methyl ester COC(=O)C1(CC1)C1N(CCN(C1)C(C[C@@H](CC1=C(C=C(C(=C1)F)F)F)N)=O)S(=O)(=O)C